N(=C=S)CCCCCCS(=O)(=O)C 1-Isothiocyanato-6-(methylsulfonyl)-hexane